Ethyl 5-(azetidin-1-yl)pyrazolo[1,5-a]pyrimidine-3-carboxylate N1(CCC1)C1=NC=2N(C=C1)N=CC2C(=O)OCC